NC(CC1=CC(=CC(=C1)F)F)C1=C(C=C2C(=N1)N=C(S2)SC)C=2C=CC(=C1C(=NN(C21)C)NS(=O)(=O)C)Cl N-(7-(5-(1-amino-2-(3,5-difluorophenyl)ethyl)-2-(methylthio)thiazolo[4,5-b]pyridin-6-yl)-4-chloro-1-methyl-1H-indazol-3-yl)methanesulfonamide